4-(2-{(S)-[(3-ethylisoxazole-4-carbonyl)amino](4-methylcyclohexyl)methyl}-4-fluoro-1H-benzoimidazol-5-yl)tetrahydrofuran-3-carboxylic acid methyl ester COC(=O)C1COCC1C1=C(C2=C(NC(=N2)[C@H](C2CCC(CC2)C)NC(=O)C=2C(=NOC2)CC)C=C1)F